4-(2-(2-(3-hydroxy-3-(2'-methyl-4'-(sulfamoyloxy)-[1,1'-biphenyl]-3-yl)propyl)-5-oxopyrazolidin-1-yl)ethyl)benzoic acid OC(CCN1N(C(CC1)=O)CCC1=CC=C(C(=O)O)C=C1)C=1C=C(C=CC1)C1=C(C=C(C=C1)OS(N)(=O)=O)C